C(C)(C)(C)OC(=O)NC(C(=O)OCC)CC1=C(C=C(C=C1)C=C)F ethyl 2-[(tert-butoxycarbonyl)amino]-3-(4-ethenyl-2-fluorophenyl)propanoate